CC1(CC(CC(C1)O)O)C 3,3-dimethyl-1,5-cyclohexanediol